B(O)(O)O.FC1=C(C(=C2C(=N1)N(C(=C2[K])F)S(=O)(=O)C2=CC=C(C)C=C2)F)F Trifluoro(5-fluoro-1-tosyl-1H-pyrrolo[2,3-b]pyridin-3-yl)potassium borate